4-methoxyphenethylammonium iodide [I-].COC1=CC=C(CC[NH3+])C=C1